2,6-dimethoxy-4-isopropylsulfanylphenethylamine COC1=C(CCN)C(=CC(=C1)SC(C)C)OC